CC1=C(C(=CC=C1)C)C1=CC2=C(N=C(N=C2)SC)OC1=O 6-(2,6-Dimethylphenyl)-2-(methylthio)-7H-pyrano[2,3-d]pyrimidine-7-one